FC1=C(C(=C(C(=C1F)C1=CC2=C(OC(C(N2CC#C)=O)(F)F)C=C1F)F)F)CC(=O)N (2,3,5,6-tetrafluoro-4-(2,2,7-trifluoro-3-oxo-4-(prop-2-yn-1-yl)-3,4-dihydro-2H-benzo[b][1,4]oxazin-6-yl)phenyl)acetamide